[Cl-].CN(C1=CC=C(C=C1)N=NC=1N(C=C[N+]1C)C)C 2-[[4-(Dimethylamino)phenyl]azo]-1,3-dimethyl-1H-imidazolium chlorid